N-tert-butyl-nitrone C(C)(C)(C)[N+](=C)[O-]